O1CCC2=C1C=CC(=C2)C2=NN1C(NC(=C(C1=O)N1CCN(CC1)C(=O)OC(C)(C)C)CC)=N2 tert-Butyl 4-(2-(2,3-dihydrobenzofuran-5-yl)-5-ethyl-7-oxo-4,7-dihydro-[1,2,4]triazolo[1,5-a]pyrimidin-6-yl)piperazine-1-carboxylate